N-linoleoyl-glycine C(CCCCCCC\C=C/C\C=C/CCCCC)(=O)NCC(=O)O